ClC=1C(N(N=CC1NC[C@H]1COCCC1)C1=CC=C(C=C1)C1CCNCC1)=O (2S)-4-chloro-2-[4-(4-piperidyl)phenyl]-5-[[(3S)-tetrahydropyran-3-yl]methylamino]pyridazin-3-one